2-[3-(difluoromethyl)-5-methyl-pyrazol-1-yl]-6-[6-fluoro-5-[[6-[[1-(oxetan-3-yl)-4-piperidyl]oxy]pyridazin-3-yl]amino]benzimidazol-1-yl]pyridine-3-carbonitrile FC(C1=NN(C(=C1)C)C1=NC(=CC=C1C#N)N1C=NC2=C1C=C(C(=C2)NC=2N=NC(=CC2)OC2CCN(CC2)C2COC2)F)F